1-(bicyclo[2.2.1]heptan-2-yl)-N-((5-(5-(difluoromethyl)-1,3,4-oxadiazol-2-yl)pyridin-2-yl)methyl)-N-(m-tolyl)piperidine-4-sulfonamide C12C(CC(CC1)C2)N2CCC(CC2)S(=O)(=O)N(C=2C=C(C=CC2)C)CC2=NC=C(C=C2)C=2OC(=NN2)C(F)F